ClC1=NC=C(C(=N1)OCC1=CC=C(C=C1)C=1N(C=C(N1)C(F)(F)F)C)C=1N(C=CC1)C(=O)OC(C)(C)C Tert-butyl 2-[2-chloro-4-[[4-[1-methyl-4-(trifluoromethyl)imidazol-2-yl]phenyl]methoxy]pyrimidin-5-yl]pyrrole-1-carboxylate